BrC1=CC(=C(O[C@H](C(=O)O)COC)C=C1)C1CCC1 (S)-2-(4-bromo-2-cyclobutylphenoxy)-3-methoxypropionic acid